C1=CC=C(C(=C1)C(=O)C2=C(N=CC=C2)C3=C(N(N=N3)CC4=CC(=CC(=C4)C(F)(F)F)C(F)(F)F)C5=CC=NC=C5)Cl [2-[1-[[3,5-bis(trifluoromethyl)phenyl]methyl]-5-pyridin-4-yltriazol-4-yl]pyridin-3-yl]-(2-chlorophenyl)methanone